C(CC)OC1=C(N=C2C(=N1)NC(=N2)C(F)(F)F)NC2=C(C=C(C=C2)OC(F)(F)F)F 6-Propoxy-N-(2-fluoro-4-(trifluoromethoxy)phenyl)-2-(trifluoromethyl)-1H-imidazo[4,5-b]pyrazin-5-amin